Dimethyl 4-(((2,2-dimethyl-4,6-dioxo-1,3-dioxan-5-ylidene)methyl)amino)phthalate CC1(OC(C(C(O1)=O)=CNC=1C=C(C(C(=O)OC)=CC1)C(=O)OC)=O)C